C(C)N1C=NC=C1CNC=1C=C(C(=O)OC)C=CC1[N+](=O)[O-] methyl 3-(((1-ethyl-1H-imidazol-5-yl)methyl)amino)-4-nitrobenzoate